(+/-)-{2-[(3,5-difluoro-4-{[3-(trifluoromethyl)-1H-pyrrolo[2,3-b]pyridin-4-yl]oxy}phenyl)amino]-5,6-dihydro-4H-1,3-oxazin-5-yl}methanol FC=1C=C(C=C(C1OC1=C2C(=NC=C1)NC=C2C(F)(F)F)F)NC=2OC[C@H](CN2)CO |r|